[I-].C(#N)C1=CC=CC=2N(C=[N+](C21)C)C2=CC(=C(C=C2)C)C 4-cyano-3-methyl-1-(3,4-dimethylphenyl)-1H-benzo[d]imidazol-3-ium iodide